CC(C(C(=O)OC)C1=CC(=NO1)OS(=O)(=O)C(C(C(C(F)(F)F)(F)F)(F)F)(F)F)C methyl 3-methyl-2-[3-[(1,1,2,2,3,3,4,4,4-nonafluorobutanesulfonyl)oxy]-1,2-oxazol-5-yl]butanoate